(4-fluorophenyl)-1H-1,2,3-triazole-4-carboxylic acid FC1=CC=C(C=C1)N1N=NC(=C1)C(=O)O